2-(6-(1-ethylazetidin-3-yl)pyridazin-3-yl)-5-(imidazo[1,2-b]pyridazin-6-yl)phenol hydrochloride Cl.C(C)N1CC(C1)C1=CC=C(N=N1)C1=C(C=C(C=C1)C=1C=CC=2N(N1)C=CN2)O